BrC=1C=C(SC1)CN(CCC=O)C 3-([(4-BROMOTHIOPHEN-2-YL)METHYL](METHYL)AMINO)PROPANAL